3-(5-(8-((1-(4-((5-chloro-4-((2-(dimethylphosphono)phenyl)amino)pyrimidin-2-yl)amino)-3-methoxyphenyl)piperidin-4-yl)amino)octyl)-1-oxoisoindolin-2-yl)piperidine-2,6-dione ClC=1C(=NC(=NC1)NC1=C(C=C(C=C1)N1CCC(CC1)NCCCCCCCCC=1C=C2CN(C(C2=CC1)=O)C1C(NC(CC1)=O)=O)OC)NC1=C(C=CC=C1)P(=O)(OC)OC